FC1=CC=CC2=C1N=C(S2)[C@H]2N(CCC1=C2N=CN1)C(=O)C1=C(N=C(O1)C1(CC1)O)C(F)(F)F (S)-(4-(4-fluorobenzo[d]thiazol-2-yl)-1,4,6,7-tetrahydro-5H-imidazo[4,5-c]pyridin-5-yl)(2-(1-hydroxycyclopropyl)-4-(trifluoromethyl)oxazol-5-yl)methanone